2,2-dimethyl-1,4-oxazepin-3-one CC1(OC=CC=NC1=O)C